5-(4-((1-(3-Fluoropropyl)pyrrolidin-3-yl)(hydroxy)methyl)phenyl)-2,3-dihydrobenzo[b]thiepin-8-yl pivalate C(C(C)(C)C)(=O)OC=1C=CC2=C(SCCC=C2C2=CC=C(C=C2)C(O)C2CN(CC2)CCCF)C1